BrC=1C=CC=C2C(=C(C(=NC12)C(F)(F)F)C(=O)NN1CCOC2=C1C=CC=C2)Cl 8-bromo-4-chloro-N-(2,3-dihydro-1,4-benzoxazin-4-yl)-2-(trifluoromethyl)quinoline-3-carboxamide